ClC=1C=CC(=C(C1)C1=CC(N(C=C1OC)C(C(=O)NC1=CC=C(C(=O)N)C=C1)CC1=CC=CC=C1)=O)C(CC)=O 4-(2-(4-(5-chloro-2-propionylphenyl)-5-methoxy-2-oxopyridin-1(2H)-yl)-3-phenylpropionylamino)benzamide